ClC1=CC=CC(=N1)C(=O)N1CC(C(C12CCOCC2)O)(F)F (6-chloropyridin-2-yl)(3,3-difluoro-4-hydroxy-8-oxa-1-azaspiro[4.5]decan-1-yl)methanone